3,3-difluoro-1-(4-isothiocyanato-2-(trifluoromethyl)benzyl)pyrrolidine FC1(CN(CC1)CC1=C(C=C(C=C1)N=C=S)C(F)(F)F)F